FC=1C=C(C=NC1)[C@H](CNC(CC1CCC(CC1)N(C(C)=O)C)(C)C)O N-[(1R,4r)-4-{2-[(R)-2-(5-fluoro-3-pyridyl)-2-hydroxyethylamino]-2-methyl-propyl}cyclohexyl]-N-methylacetamide